ClC=1C=NC=C(C1C(C)OC=1C=C2C(=NNC2=CC1)C(=O)NC=1C=NN(C1)C(C)C)Cl 5-(1-(3,5-Dichloropyridin-4-yl)ethoxy)-N-(1-Isopropyl-1H-Pyrazol-4-yl)-1H-Indazol-3-Carboxamid